6-chloro-N-((S)-1-(((S)-1-cyano-2-((S)-2-oxopiperidin-3-yl)ethyl)amino)-4,4-dimethyl-1-oxopentan-2-yl)-4-methoxy-1H-indole-2-carboxamide ClC1=CC(=C2C=C(NC2=C1)C(=O)N[C@H](C(=O)N[C@@H](C[C@H]1C(NCCC1)=O)C#N)CC(C)(C)C)OC